FC1=C(C(=C(C(=C1[B-](C1=C(C(=C(C(=C1F)F)F)F)F)(C1=C(C(=C(C(=C1F)F)F)F)F)C1=C(C(=C(C(=C1F)F)F)F)F)F)F)F)F.C1(=C(C=CC=C1)[SH+]C1=C(C=CC=C1)C)C di(o-tolyl)sulfonium tetrakis(pentafluorophenyl)borate